BrC1=C2C(=NC(=C1)C(=O)OC)N(C=C2C#N)CC methyl 4-bromo-3-cyano-1-ethyl-pyrrolo[2,3-b]pyridine-6-carboxylate